C(C)OC1C[C@H](N(CC1)CC1=C2C=CNC2=C(C=C1OC)C)C1=CC(=C(C(=O)O)C=C1)NC (S)-4-(4-Ethoxy-1-((5-methoxy-7-methyl-1H-indol-4-yl)methyl)piperidin-2-yl)-2-(methylamino)benzoic acid